5-[(2,5-dibromophenoxypropylthio)methyl]oxazol-2(3H)-one BrC1=C(OCCCSCC2=CNC(O2)=O)C=C(C=C1)Br